3-[2-(2-aminoethylamino)ethylamino]Propyl-trimethoxysilane tert-butyl-(3S,4S)-3-fluoro-4-((S)-1-(4-fluorophenyl)-1,2,3,4-tetrahydroisoquinoline-2-carboxamido)pyrrolidine-1-carboxylate C(C)(C)(C)OC(=O)N1C[C@@H]([C@H](C1)NC(=O)N1[C@H](C2=CC=CC=C2CC1)C1=CC=C(C=C1)F)F.NCCNCCNCCC[Si](OC)(OC)OC